BrC=1C=C(C=NC1)N1CCN(CC1)C 1-(5-bromo-3-pyridinyl)-4-methyl-piperazine